(2S,5R)-5-(benzyloxyamino)piperidine-2-carboxylic acid, dihydrochloride Cl.Cl.C(C1=CC=CC=C1)ON[C@@H]1CC[C@H](NC1)C(=O)O